tert-Butyl (2R)-2-(2-chloro-3-methyl-phenyl)-3-oxo-pyrrolidine-1-carboxylate ClC1=C(C=CC=C1C)[C@H]1N(CCC1=O)C(=O)OC(C)(C)C